N1=C(C=CC=C1)C1=CC=NC=C1C(=O)N pyridin-2-nicotinamide